FC(C(C(F)(F)F)(C1=CC(=C(C=C1)O)CC=C)C1=CC(=C(C=C1)O)CC=C)(F)F 1,1,1,3,3,3-hexafluoro-2,2-bis(3-allyl-4-hydroxyphenyl)propane